tert-butyl 4-(5-(4-isopropyl-5-(8-methoxy-[1,2,4]triazolo[1,5-a]pyridin-6-yl)-1-((2-(trimethylsilyl)ethoxy)methyl)-1H-pyrazol-3-yl)thiazol-2-yl)-3,6-dihydropyridine-1(2H)-carboxylate C(C)(C)C=1C(=NN(C1C=1C=C(C=2N(C1)N=CN2)OC)COCC[Si](C)(C)C)C2=CN=C(S2)C=2CCN(CC2)C(=O)OC(C)(C)C